4-[4-(1,3-benzoxazol-2-yl)-4-ethylpiperidin-1-yl]-7-bromo-1-methyl-2-oxo-1,2-dihydroquinoline O1C(=NC2=C1C=CC=C2)C2(CCN(CC2)C2=CC(N(C1=CC(=CC=C21)Br)C)=O)CC